4-(5-oxo-2-(4-(trifluoromethyl)phenyl)-1,4-oxazepan-4-yl)benzoic acid O=C1N(CC(OCC1)C1=CC=C(C=C1)C(F)(F)F)C1=CC=C(C(=O)O)C=C1